4-(2-(((R)-phenyl((R)-1,2,3,4-tetrahydropyrido[2,3-b]pyrazin-3-yl)methyl)amino)ethyl)benzonitrile C1(=CC=CC=C1)[C@H]([C@H]1CNC2=C(N1)N=CC=C2)NCCC2=CC=C(C#N)C=C2